OC[C@H]1N(C2=CC=CC=C2C1)C(=O)OC(C)(C)C tert-butyl (S)-2-(hydroxymethyl)indoline-1-carboxylate